C(C)(C)(C)OC(=O)N1[C@@H](CCC1)C=1SC=C(N1)C(=O)OCC ethyl (S)-2-(1-(tert-butoxycarbonyl)pyrrolidin-2-yl)thiazole-4-carboxylate